CC1=NC=C(C(=C1)C=1N=CC=2N(C1)C=C(N2)NC2=NC(=CN=C2)C)OC2C[C@@H]1COC[C@H](C2)N1 6-[2-methyl-5-[[(1S,5R)-3-oxa-9-azabicyclo[3.3.1]nonan-7-yl]oxy]-4-pyridyl]-N-(6-methylpyrazin-2-yl)imidazo[1,2-a]pyrazin-2-amine